CC1=C(C(=CC=C1)C)C1=CC(=CC=C1)[C@H](CC(=O)[O-])NC(=O)NC=1C(N2CCCC2=CC1[O-])=O.[Na+].[Na+] sodium (S)-3-(2',6'-dimethylbiphenyl-3-yl)-3-(3-(7-oxido-5-oxo-1,2,3,5-tetrahydroindolizin-6-yl)ureido)propanoate